mono-tert-hexyl maleate C(\C=C/C(=O)[O-])(=O)OC(C)(C)CCC